[Na].[N+](=O)([O-])C1=CC=C(C=C1)O p-nitrophenol, sodium salt